bis(β-hydroxyethyl)benzene (4-(1-Methyl-6-oxo-5-(pyrazin-2-ylamino)-1,6-dihydropyridin-3-yl)-2-(1-oxo-3,4,6,7,8,9-hexahydropyrazino[1,2-a]indol-2(1H)-yl)pyridin-3-yl)methyl-acetate CN1C=C(C=C(C1=O)NC1=NC=CN=C1)C1=C(C(=NC=C1)N1C(C=2N(C=3CCCCC3C2)CC1)=O)COC(C)=O.OCCC1=C(C=CC=C1)CCO